FC(CN1N=CC=2C1=NC(=CN2)N2C(C1(CC2)CCN(CC1)C1=CC(=NC=C1)C(F)(F)F)=O)F 2-[1-(2,2-difluoroethyl)-1H-pyrazolo[3,4-b]pyrazin-6-yl]-8-[2-(trifluoromethyl)pyridin-4-yl]-2,8-diazaspiro[4.5]decan-1-one